O=C1NC(CCC1C=1C(=NC2=CC=C(C=C2C1)NS(=O)(=O)C1=C(C=CC=C1)OC(F)(F)F)C)=O N-(3-(2,6-dioxopiperidin-3-yl)-2-methylquinolin-6-yl)-2-(trifluoromethoxy)benzenesulfonamide